C(C=C)C1C2C=CC(C1)C2 5-allylbicyclo[2.2.1]hept-2-ene